N,N-dimethyl-2-(1-methyl-1H-pyrazol-4-yl)benzamide Ethyl-2-(4-((2-((2-(4-(trifluoromethoxy)phenyl)-1H-benzo[d]imidazol-1-yl)methyl)phenoxy)methyl)phenyl)acetate C(C)OC(CC1=CC=C(C=C1)COC1=C(C=CC=C1)CN1C(=NC2=C1C=CC=C2)C2=CC=C(C=C2)OC(F)(F)F)=O.CN(C(C2=C(C=CC=C2)C=2C=NN(C2)C)=O)C